FC=1C=C2C(C(NC2=CC1)=O)=C1NC2=CC=CC=C2C1 5'-fluoro-[2,3'-biindolinylidene]-2'-one